ClCCCCC 1-Chloropentan